(2R,4S,5R,6R)-6-((1R,2R)-3-(2-(4-chlorophenyl)acetamido)-1,2-dihydroxypropyl)-4-hydroxy-5-(2-hydroxyacetamido)-2-(oct-7-yn-1-yloxy)tetrahydro-2H-pyran-2-carboxylic acid ClC1=CC=C(C=C1)CC(=O)NC[C@H]([C@@H](O)[C@H]1[C@@H]([C@H](C[C@@](O1)(C(=O)O)OCCCCCCC#C)O)NC(CO)=O)O